C(C)(C)(C)S(=O)(=O)N1C2(CCC2)CC(C1)N1C2=C(OCC1)C=C(C=C2)C(F)(F)F 4-(5-(tert-butylsulfonyl)-5-azaspiro[3.4]octan-7-yl)-7-(trifluoromethyl)-3,4-dihydro-2H-benzo[b][1,4]oxazine